BrC=1C=C(SC1)C(C)NS(=O)C(C)(C)C N-(1-(4-bromothiophen-2-yl)ethyl)-2-methylpropane-2-sulfinamide